ClC=1N(N=C2C(N(N=CC21)[C@@H]2[C@H]1CO[C@H]([C@@H]21)C)=O)CC2=C(C=CC=C2)F 3-chloro-2-[(2-fluorophenyl)methyl]-6-[(1R,2S,5S,6R)-2-methyl-3-oxabicyclo[3.1.0]hexan-6-yl]pyrazolo[3,4-d]pyridazin-7-one